FC=1C(=NC=C(C1)C(F)(F)F)N1CCC(CC1)C(=O)O 1-[3-fluoro-5-(trifluoromethyl)pyridin-2-yl]piperidine-4-carboxylic acid